CNC1=C(CCCC1)C1=CC=CC=C1 3-(methylamino)-2-phenyl-2-cyclohexene